[(1R,2S,4R)-4-{[5-({4-[(R)-amino(6-bromopyridin-2-yl)methyl]-5-chloro-2-thienyl}carbonyl)pyrimidin-4-yl]amino}-2-hydroxycyclopentyl]methyl sulfamate S(N)(OC[C@@H]1[C@H](C[C@@H](C1)NC1=NC=NC=C1C(=O)C=1SC(=C(C1)[C@H](C1=NC(=CC=C1)Br)N)Cl)O)(=O)=O